((4-chloro-3,5-difluorobenzyl)oxy)-4-((4-methoxybenzyl)oxy)-5-(4-(trifluoromethyl)-1H-pyrrol-2-yl)pyridine ClC1=C(C=C(COC2=NC=C(C(=C2)OCC2=CC=C(C=C2)OC)C=2NC=C(C2)C(F)(F)F)C=C1F)F